CN1N=CC(=C1)/C=C(/C(=O)OCC)\C1=NC=CC=C1C (E)-ethyl 3-(1-methyl-1H-pyrazol-4-yl)-2-(3-methylpyridin-2-yl)acrylate